2-(2-((3-fluorophenyl)thio)-5-methyl-1H-pyrrol-1-yl)pyridine FC=1C=C(C=CC1)SC=1N(C(=CC1)C)C1=NC=CC=C1